OC=1C=C(C(=O)O)C=C(C1O)C1=CC(=CC(=C1)C)O 3,4-dihydroxy-5-(3-hydroxy-5-methylphenyl)benzoic acid